(S)-4-oxo-pyrrolidine-1,2-dicarboxylic acid 1-benzyl 2-methyl ester COC(=O)[C@H]1N(CC(C1)=O)C(=O)OCC1=CC=CC=C1